COC1=CC=C(C=C1)CCN (S)-p-methoxyphenylethylamine